O=C1NC(CCC1N1C(C2=CC=CC(=C2C1=O)NCCOCCOCCNC(OC(C)(C)C)=O)=O)=O 1-tert-butyl (2-(2-(2-((2-(2,6-dioxopiperidin-3-yl)-1,3-dioxoisoindolin-4-yl)amino)ethoxy)ethoxy)ethyl)carbamate